FC=1C=C(C(=O)NC2=NC=CC=C2)C=C(C1N1C(C2(N3C1=NC=C3C3=NC=CC=C3)CC2)=O)F 3,5-difluoro-4-[6'-oxo-3'-(2-pyridinyl)spiro[cyclopropane-1,5'-imidazo[1,2-a]imidazol]-7'-yl]-N-(2-pyridinyl)benzamide